(3-fluoro-4-(4-(hydroxymethyl)piperidin-1-yl)phenyl)piperidine-2,6-dione FC=1C=C(C=CC1N1CCC(CC1)CO)N1C(CCCC1=O)=O